C(C)(C)(C)OC(=O)N1CCN(CC1)C1=CC2=C(C[C@H](CO2)NC(=O)OCC2=CC=CC=C2)C(=C1C#N)F 4-[(3R)-3-[[(benzyloxy)carbonyl]amino]-6-cyano-5-fluoro-3,4-dihydro-2H-1-benzopyran-7-yl]piperazine-1-carboxylic acid tert-butyl ester